FC(C=1C=C(C=CC1)[C@@H](C)NC1=C2C(=C(N=N1)C)N=CC(=C2)N2C[C@H](CC2)OC)F N-((R)-1-(3-(difluoromethyl)phenyl)ethyl)-3-((S)-3-methoxypyrrolidin-1-yl)-8-methylpyrido[2,3-d]pyridazin-5-amine